1-(allyloxymethyl)but-3-enyloxymethyl-benzene C(C=C)OCC(CC=C)OCC1=CC=CC=C1